C(CCCCCCCCCCCCCCCCC)(=O)O[C@@H](\C=C/CCCCCCCC(=O)O)\C=C/C\C=C/CC (11S,Z,Z,Z)-11-Octadecanoyloxyoctadeca-9,12,15-trienoic acid